C(CCC)C1(CS(C2=C(N(C1)C1=CC=C(C=C1)F)C=C(C(=C2)CSCC(=O)OCC)OC)(=O)=O)CC ethyl 2-(((3-butyl-3-ethyl-5-(4-fluorophenyl)-7-methoxy-1,1-dioxido-2,3,4,5-tetrahydro-1,5-benzothiazepin-8-yl)methyl)thio)acetate